[N-](S(=O)(=O)C(F)(F)F)S(=O)(=O)C(F)(F)F.C(C)[N+](CCCCCCCCCCCCCCCC)(CCO)CCO Ethyl-bis(2-hydroxyethyl)-hexadecylammonium bis(trifluoromethanesulfonyl)imide salt